4-((3,4-dioxo-2-((1,6,6-trimethyl-4,5,6,7-tetrahydro-1H-indazol-7-yl)amino)cyclobut-1-en-1-yl)amino)-3-hydroxy-N,N-dimethylpicolinamide O=C1C(=C(C1=O)NC1=C(C(=NC=C1)C(=O)N(C)C)O)NC1C(CCC=2C=NN(C12)C)(C)C